(2R,4S)-4-benzyl-N-((S)-1-(((3-chloroimidazo[1,2-a]pyridin-6-yl)methyl)amino)-1-oxoprop-2-yl)pyrrolidine-2-carboxamide trifluoroacetate FC(C(=O)O)(F)F.C(C1=CC=CC=C1)[C@H]1C[C@@H](NC1)C(=O)N[C@H](C(=O)NCC=1C=CC=2N(C1)C(=CN2)Cl)C